C(C)(C)(C)OC(=O)N1CCC(CC1)(C(=O)OC(C)(C)C)CC=1C=C(C=CC1)CNCC=1C=C(C=CC1)CC1(CCN(CC1)C(=O)OC(C)(C)C)C(=O)OC(C)(C)C 1,4-di-tert-butyl 4-[(3-({[(3-[(1,4-bis[(tert-butoxy)carbonyl]piperidin-4-yl)methyl]phenyl)methyl]amino}methyl)phenyl)methyl]piperidine-1,4-dicarboxylate